(2E)-2-hydroxyphenyl-3-phenylprop-2-enoate OC1=C(C=CC=C1)OC(\C=C\C1=CC=CC=C1)=O